2,2,6,6-tetramethyl-piperidyl-magnesium chloride CC1(N(C(CCC1)(C)C)[Mg]Cl)C